C(C)C1CC=2N(C3=CC=CC=C3C2CC1CN1C(=CC=C1)C)CC 2,9-diethyl-3-((2-methyl-1H-pyrrole-1-yl)methyl)-1,2,3,9-tetrahydro-4H-carbazole